1-(bicyclo[1.1.1]pent-1-yl)-6-oxo-4-(((trifluoromethyl)sulfonyl)oxy)-1,6-dihydropyridine-3-carboxylic acid methyl ester COC(=O)C1=CN(C(C=C1OS(=O)(=O)C(F)(F)F)=O)C12CC(C1)C2